CS(=O)(=O)O[C@@H]1C[C@@H]2COC3=C(C(N2C1)=O)C(=C(C(=C3)C)Cl)OCCCF (2R,11aR)-7-chloro-6-(3-fluoropropoxy)-8-methyl-5-oxo-2,3,11,11a-tetrahydro-1H,5H-benzo[f]Pyrrolo[2,1-c][1,4]oxazepin-2-yl methanesulfonate